1-(5-bromo-7-fluoro-indan-1-yl)piperidine-4-carboxylic acid methyl ester COC(=O)C1CCN(CC1)C1CCC2=CC(=CC(=C12)F)Br